CC(CCCC(C)=O)CCCC(CCCC(C)C)C 6,10,14-Trimethyl-pentadecan-2-one